C(C)OC(CCC(=O)C1=NC(=CC=C1O)C1=C(C(=CC=C1)C#N)C)=O 4-[6-(3-cyano-2-methyl-phenyl)-3-hydroxy-pyridin-2-yl]-4-oxo-butyric acid ethyl ester